(±)-trans-1-(3-chlorophenyl)-2,3-dimethylpiperazine ClC=1C=C(C=CC1)N1[C@H]([C@@H](NCC1)C)C |r|